(1r,2r)-(-)-2-amino-1-(4-nitrophenyl)-1,3-propanediol C1=CC(=CC=C1[C@H]([C@@H](CO)N)O)[N+](=O)[O-]